FC(OC1=CC(=NN1)NC1=CN=CC(=N1)O[C@@]1(CCN(CCC1)C(=O)OC(C)(C)C)C)F tert-butyl (S)-4-((6-((5-(difluoromethoxy)-1H-pyrazol-3-yl)amino)pyrazin-2-yl)oxy)-4-methylazepane-1-carboxylate